CN1CCN(CC1)CCCC(=O)OCC(COCCCCCCCCCC)(COCCCCCCCCCC)COCCCCCCCCCC 3-(Decyloxy)-2,2-bis((decyloxy)methyl)propyl 4-(4-methylpiperazin-1-yl)butanoate